N-(2-chloro-4-(trifluoromethyl)phenyl)-2-(5-ethyl-2-(2-methylbenzo[d]thiazol-5-yl)-7-oxo-6-(piperazin-1-yl)-[1,2,4]triazolo[1,5-a]pyrimidin-4(7H)-yl)acetamide ClC1=C(C=CC(=C1)C(F)(F)F)NC(CN1C=2N(C(C(=C1CC)N1CCNCC1)=O)N=C(N2)C=2C=CC1=C(N=C(S1)C)C2)=O